C12C(C3CC(CC(C1)C3)C2)NC(=O)C=2NC=C(C2)C2=C(C=C(C=C2)OC)OC N-(adamantan-2-yl)-4-(2,4-dimethoxyphenyl)-1H-pyrrole-2-carboxamide